(E)-3-(4-methoxyphenyl)-1-(1-methyl-1H-imidazole-2-yl)propan-2-ene-1-one COC1=CC=C(C=C1)/C=C/C(=O)C=1N(C=CN1)C